C(C)(C)(C)NC1=NC=C(C(=N1)NC(C)(C)C)C(=O)N 2,4-bis(tert-butylamino)pyrimidine-5-carboxamide